FC(OC1=C(C=CC(=C1)I)CO)F (2-(difluoromethoxy)-4-iodophenyl)methanol